C1(=CC(=CC(=C1)C)C)[P]C1=CC(=CC(=C1)C)C bis(3,5-xylyl)phosphorus